3-(1,2-dihydroxyethyl)styrene OC(CO)C=1C=C(C=C)C=CC1